CC(C(=O)O)=CCCCCCCCCC methyl-2-dodecenoic acid